(2-(benzyloxy)-5-chlorophenyl)-5-(tetrahydro-2H-pyran-4-yl)-4-(4-(trifluoromethyl)phenyl)-4,5-dihydropyrrolo[3,4-c]pyrazol-6(2H)-one C(C1=CC=CC=C1)OC1=C(C=C(C=C1)Cl)N1N=C2C(=C1)C(N(C2=O)C2CCOCC2)C2=CC=C(C=C2)C(F)(F)F